N-formyl-glycine amide C(=O)NC(CN)=O